tert-butyl (4-(5,5-dimethyl-4-(2-nitrophenyl)-1,3,2-dioxaborinan-2-yl)phenyl)carbamate CC1(C(OB(OC1)C1=CC=C(C=C1)NC(OC(C)(C)C)=O)C1=C(C=CC=C1)[N+](=O)[O-])C